aluminum 2,2'-methylenebis(4,6-di-t-butylphenoxy) phosphate P1(=O)(OOC2=C(C=C(C=C2C(C)(C)C)C(C)(C)C)CC2=C(OO1)C(=CC(=C2)C(C)(C)C)C(C)(C)C)[O-].[Al+3].C2C1=C(OOP(=O)(OOC3=C2C=C(C=C3C(C)(C)C)C(C)(C)C)[O-])C(=CC(=C1)C(C)(C)C)C(C)(C)C.C1C3=C(OOP(=O)(OOC2=C1C=C(C=C2C(C)(C)C)C(C)(C)C)[O-])C(=CC(=C3)C(C)(C)C)C(C)(C)C